ClC1=C2C=C(C=NC2=NC(=C1)C1=CC2=CN(N=C2C(=C1OCOC)C)C)NC1CN(CC1)C(=O)OC(C)(C)C tert-butyl 3-({5-chloro-7-[6-(methoxymethoxy)-2,7-dimethylindazol-5-yl]-1,8-naphthyridin-3-yl}amino)pyrrolidine-1-carboxylate